1-(4-fluoro-3-methylphenyl)-2-isopropyl-5-(methoxymethoxy)-1H-indole FC1=C(C=C(C=C1)N1C(=CC2=CC(=CC=C12)OCOC)C(C)C)C